BrCC=1C=C(C=CC1)S(=O)(=O)N1CCC(CC1)NC(OC(C)(C)C)=O tert-butyl (1-((3-(bromomethyl)phenyl)sulfonyl)piperidin-4-yl)carbamate